8-isoquinolinyl 2,3,4,6-tetra-O-acetyl-β-D-galactopyranoside C(C)(=O)O[C@H]1[C@H](OC=2C=CC=C3C=CN=CC23)O[C@@H]([C@@H]([C@@H]1OC(C)=O)OC(C)=O)COC(C)=O